C(CCC)OC(=O)N1C(CN(C(C1)C1=CC(=CC(=C1)C=1C=NC2=CC=CN=C2C1)Cl)C(C)=O)C butyl-4-acetyl-5-(3-chloro-5-(1,5-naphthyridin-3-yl)phenyl)-2-methylpiperazine-1-carboxylate